C1(=CC=CC=C1)C1=NC(=CC(=N1)C=1C=C(C=C(C1)N1C2=CC=CC=C2C=2C=C(C=CC12)C1=CC=CC=2OC3=C(C21)C=CC=C3)N3C2=CC=CC=C2C=2C=C(C=CC32)C3=CC=CC=2OC1=C(C23)C=CC=C1)C1=CC=CC=C1 9,9'-(5-(2,6-diphenylpyrimidin-4-yl)-1,3-phenylene)bis(3-(dibenzo[b,d]furan-1-yl)-9H-carbazole)